ClC1=C(C=C(OCC(=O)NC23C[C@H](C(CC2)(CC3)C(=O)NCC3=CC=C(C=C3)C(F)(F)F)O)C=C1)F (2R)-4-[2-(4-chloro-3-fluorophenoxy)acetamido]-2-hydroxy-N-{[4-(trifluoromethyl)phenyl]methyl}bicyclo[2.2.2]octane-1-carboxamide